C[C@H]([C@@H](C(=O)N[C@@H](CO)C(=O)O)NC(=O)[C@H](CC1=CC=CC=C1)NC(=O)[C@H](C)N)O The molecule is a tetrapeptide composed of L-alanine, L-phenylalanine, L-threonine, and L-serine joined in sequence by peptide linkages. It has a role as a metabolite. It derives from a L-alanine, a L-phenylalanine, a L-threonine and a L-serine.